CN(C(C)N)C (N',N'-dimethyl)ethanediamine